ON1C(C=CC=C1)=S 1-hydroxypyridine-2-thione